[(phosphonooxy)methyl]benzoate P(=O)(O)(O)OCOC(C1=CC=CC=C1)=O